O1COC2=C1C=CC(=C2)NC([C@H](CCC(=O)OC(C)(C)C)NC([C@H](CC(=O)OC(C)(C)C)NC([C@H](CC2=CC1=CC=CC=C1C=C2)NC(=O)C=2NC1=CC=C(C=C1C2)Cl)=O)=O)=O tert-Butyl (S)-5-(benzo[d][1,3]dioxol-5-ylamino)-4-((S)-4-(tert-butoxy)-2-((S)-2-(5-chloro-1H-indole-2-carboxamido)-3-(naphthalen-2-yl)propanamido)-4-oxobutanamido)-5-oxopentanoate